C(=C)P([O-])([O-])=O Vinyl-(E)-phosphonate